6-chloro-7-fluoro-2,2-dimethyl-3,4-dihydro-2H-1-benzopyran-8-carboxylic acid Potassium [K].ClC=1C(=C(C2=C(CCC(O2)(C)C)C1)C(=O)O)F